COC1=CC=C(C=C1)C(CC1(OC(=O)C2=C(C(=C(C(=C12)Cl)Cl)Cl)Cl)CC(C1=CC=C(C=C1)OC)C1=CC=C(C=C1)N(C)C)C1=CC=C(C=C1)N(C)C 3,3-bis[1-(4-methoxyphenyl)-1-(4-dimethylaminophenyl)eth-2-yl]-4,5,6,7-tetrachlorophthalide